[Ru+2].N1=C(C=CC=C1)C1=NC=CC=C1 (2,2-bipyridine) ruthenium (II)